C(C1=CC=CC=C1)OC[C@@]12N(C[C@@H](NC1=O)C2)C(=O)O (1R,4S)-1-((benzyloxy)methyl)-6-oxo-2,5-diazabicyclo[2.2.1]Heptane-2-carboxylic acid